FC=1C=C(C=C(C1F)F)C=1C(=NNN1)C#N 5-(3,4,5-trifluorophenyl)-2H-1,2,3-triazole-4-carbonitrile